CC1(OC[C@H](O1)C=O)C ((S)-2,2-dimethyl-1,3-dioxolan-4-yl)methanone